C1=CC=CC=2C3=CC=CC=C3N(C12)C1=CC=C(C=C1)C1=C(C(=C(C(=C1C1=CC=CC=C1)C1=CC=CC=C1)C1=CC=C(C=C1)N1C2=CC=CC=C2C=2C=CC=CC12)C1=CC=CC=C1)C1=CC=CC=C1 1,4-bis[4-(N-carbazolyl)phenyl]-2,3,5,6-tetraphenyl-benzene